2-methylhexene CC(=C)CCCC